O1C(=NC2=C1C=CC=C2)C2CCN(CC2)C2=CC(N(C1=C(C=CC=C21)Cl)C)=O 4-[4-(1,3-benzoxazol-2-yl)piperidin-1-yl]-8-chloro-1-methyl-2-oxo-1,2-dihydroquinoline